CN1N=C(C(=C1)C1=CC=C(N=N1)OC1C[C@@H]2[C@@H](CN(C2)CC2=NC=CC=C2C)C1)C (3aR,5r,6aS)-5-[6-(1,3-dimethylpyrazol-4-yl)pyridazin-3-yl]oxy-2-[(3-methyl-2-pyridyl)methyl]-3,3a,4,5,6,6a-hexahydro-1H-cyclopenta[c]pyrrole